COC=1C=2N(C=C(C1)C1=CC3=C(N(C(N3)=O)C3CCN(CC3)C)C=C1)N=CN2 5-(8-methoxy-[1,2,4]triazolo[1,5-a]pyridin-6-yl)-1-(1-methylpiperidin-4-yl)-1,3-dihydro-2H-benzo[d]imidazol-2-one